2-(4-((4-(Tert-butyl)phenyl)sulfonamido)phenyl)-N-methyl-1,5-naphthyridine-4-carboxamide C(C)(C)(C)C1=CC=C(C=C1)S(=O)(=O)NC1=CC=C(C=C1)C1=NC2=CC=CN=C2C(=C1)C(=O)NC